4-(2-aminophenyl)-3-buten-2-one NC1=C(C=CC=C1)C=CC(C)=O